ClC1=CC=C(C=2SC(=C(C21)C=O)C(=O)OCC)F ethyl 4-chloro-7-fluoro-3-formylbenzo[b]thiophene-2-carboxylate